3-(4-cyanophenyl)-1H-pyrazole-5-carboxylic acid ethyl ester C(C)OC(=O)C1=CC(=NN1)C1=CC=C(C=C1)C#N